(S)-N1-(4-methyl-5-(3'-oxaspiro[cyclopropane-1,1'-isoindoline]-6'-yl)thiazol-2-yl)pyrrolidine-1,2-dicarboxamide CC=1N=C(SC1C1=CC=C2ONC3(C2=C1)CC3)NC(=O)N3[C@@H](CCC3)C(=O)N